(1S,3S)-3-((2-Methyl-6-(1-methyl-5-(((((3-methylbenzyl)oxy)carbonyl)amino)methyl)-1H-pyrazol-4-yl)pyridin-3-yl)oxy)cyclohexan CC1=NC(=CC=C1OC1CCCCC1)C=1C=NN(C1CNC(=O)OCC1=CC(=CC=C1)C)C